C(CC(O)(C(=O)[O-])CC(=O)[O-])(=O)[O-].[Mn+2].C(CC(O)(C(=O)[O-])CC(=O)[O-])(=O)[O-].[Mn+2].[Mn+2] manganese(II) citrate